Cl.Cl.CC1=C(C=NN1)C1=CC=2N=C(NC(C2S1)=O)[C@@H]1NCC[C@@H]1C1=CC=CC=C1 |o1:18,22| 6-(5-methyl-1H-pyrazol-4-yl)-2-[(2R*,3R*)-3-phenylpyrrolidin-2-yl]thieno[3,2-d]pyrimidin-4(3H)-one dihydrochloride